C(C)(C)(C)C=1C=C(C(=CC1O)C)C(CC(C)C1=CC(=C(C=C1C)O)C(C)(C)C)C1=CC(=C(C=C1C)O)C(C)(C)C 1,1,3-tris(3-t-butyl-4-hydroxy-6-methylphenyl)butane